ClC1=CC(=C(C(=N1)NC)[N+](=O)[O-])C 6-chloro-N,4-dimethyl-3-nitro-pyridin-2-amine